ClC=1N=C(C2=C(N1)N(C=C2)[C@H]2[C@@H]([C@@H]([C@H](O2)COCP(O)(O)=O)O)O)N[C@H](C)C2=CC=C(C=C2)C [(2R,3S,4R,5R)-5-[2-chloro-4-[[(1R)-1-(p-tolyl)ethyl]amino]-pyrrolo[2,3-d]-pyrimidin-7-yl]-3,4-dihydroxy-tetrahydro-furan-2-yl]methoxy-methylphosphonic acid